N-[3-fluoro-5-(3-methylcyclopentyl)pyridin-2-yl]-2-[(1-methyl-1H-1,2,3,4-tetrazol-5-yl)sulfanyl]-5-nitrobenzamide FC=1C(=NC=C(C1)C1CC(CC1)C)NC(C1=C(C=CC(=C1)[N+](=O)[O-])SC1=NN=NN1C)=O